3-(2-(trifluoromethyl)-10H-phenothiazin-10-yl)propionitrile FC(C1=CC=2N(C3=CC=CC=C3SC2C=C1)CCC#N)(F)F